C(#N)C1=CC(=C(COC2=NC(=NC=C2)C2CCN(CC2)[C@@H](C)C2=NC3=C(N2C[C@H]2OCC2)C=C(C=C3)C(=O)O)C=C1)F 2-((S)-1-(4-(4-((4-cyano-2-fluorobenzyl)oxy)pyrimidin-2-yl)piperidin-1-yl)ethyl)-1-(((S)-oxetan-2-yl)methyl)-1H-benzo[d]imidazole-6-carboxylic acid